BrC1=NN(C(=C1)Br)C[C@H](CC(=O)OC(C)(C)C)C(C)(C)C tert-butyl (R)-3-((3,5-dibromo-1H-pyrazol-1-yl)methyl)-4,4-dimethylpentanoate